6-(4-[[3-(2-[[6-oxo-5-(trifluoromethyl)-1-[[2-(trimethylsilyl)ethoxy]methyl]-1,6-dihydropyridazin-4-yl]amino]ethoxy)phenyl]carbonyl]piperazin-1-yl)pyridine-3-carbonitrile O=C1C(=C(C=NN1COCC[Si](C)(C)C)NCCOC=1C=C(C=CC1)C(=O)N1CCN(CC1)C1=CC=C(C=N1)C#N)C(F)(F)F